thiopyrano[2,3-b]pyridin-5(1H)-one hydrochloride Cl.S1C=CC=C2C1=NC=CC2=O